3-(5-{[(5-Chlorothiophen-2-yl)methyl]amino}-1-(thiophen-3-carbonyl)-1H-pyrazol-3-yl)-3-methylpiperidin-2-on ClC1=CC=C(S1)CNC1=CC(=NN1C(=O)C1=CSC=C1)C1(C(NCCC1)=O)C